tert-butyl (3-iodo-1-(tetrahydro-2H-pyran-2-yl)-1H-indazol-5-yl)(methyl)carbamate IC1=NN(C2=CC=C(C=C12)N(C(OC(C)(C)C)=O)C)C1OCCCC1